C(C)(C)(C)NC=1N=CC2=C(N1)C(=CN=C2C2=C(C(=O)N)C=CC=C2)C2=CC(=C(C=C2)C(=O)N2CCCC2)O (2-(tert-butylamino)-8-(3-hydroxy-4-(pyrrolidine-1-carbonyl)phenyl)pyrido[4,3-d]pyrimidin-5-yl)benzamide